4-((4-methyl-piperazin-1-yl)methyl)benzamide CN1CCN(CC1)CC1=CC=C(C(=O)N)C=C1